6-Ethyl-5-(2-methylbenzothiophen-3-yl)pyridin-2-amine C(C)C1=C(C=CC(=N1)N)C1=C(SC2=C1C=CC=C2)C